[(3S,9aS)-3-[6-(trifluoromethyl)pyridazin-3-yl]-3,4,6,7,9,9a-hexahydro-1H-pyrazino[2,1-c][1,4]oxazin-8-yl]-[2-chloro-3-(3-fluoro-1H-pyrazol-4-yl)phenyl]methanone FC(C1=CC=C(N=N1)[C@@H]1CN2[C@H](CO1)CN(CC2)C(=O)C2=C(C(=CC=C2)C=2C(=NNC2)F)Cl)(F)F